3-[(3S,4R)-4-methyl-3-[methyl(7H-pyrrolo[2,3-d]pyrimidin-4-yl)amino]piperidin-1-yl]-3-oxopropanenitrile C[C@H]1[C@@H](CN(CC1)C(CC#N)=O)N(C=1C2=C(N=CN1)NC=C2)C